(R)-N-(2-(4-Cyanothiazolidin-3-yl)-2-oxoethyl)-6-(1-methyl-1H-pyrazol-4-yl)quinoline-4-carboxamide C(#N)[C@H]1N(CSC1)C(CNC(=O)C1=CC=NC2=CC=C(C=C12)C=1C=NN(C1)C)=O